(R)-1-(1-(7-chloro-1-oxo-1,2-dihydroisoquinolin-4-yl)ethyl)-3-(3-chloro-4-fluorophenyl)-1-methylurea ClC1=CC=C2C(=CNC(C2=C1)=O)[C@@H](C)N(C(=O)NC1=CC(=C(C=C1)F)Cl)C